p-tolylisopropylaluminum hydride C1(=CC=C(C=C1)[AlH]C(C)C)C